[Cl-].C(CCCCCCC\C=C/CCCCCCCC)OCC[N+](C)(C)CCOCCCCCCCC\C=C/CCCCCCCC N,N-di(oleyl-oxy-ethyl)-N,N-dimethyl-ammonium chloride